N,N-dimethyl-4-tert-butylaniline CN(C1=CC=C(C=C1)C(C)(C)C)C